tert-Butyl 7-fluoro-5-methoxy-3,4-dihydroisoquinoline-2(1H)-carboxylate FC1=CC(=C2CCN(CC2=C1)C(=O)OC(C)(C)C)OC